triallyl-(cyclopentadienyl)platinum (IV) C(C=C)[Pt](C1C=CC=C1)(CC=C)CC=C